C(=C\C=C/CCCCC1C(CCCCCCCC)O1)O (3Z,6Z)-9,10-epoxy-octadecadienol